fluorouridine chloride [Cl-].F[C@@]1([C@H](O)[C@H](O)[C@@H](CO)O1)N1C(=O)NC(=O)C=C1